ClC=1C(=CC=C2N=CC(=NC12)C=1C=NN(C1)C1CN(CCC1)C(C)=O)OC=1C=CC2=C(NC(=N2)C)C1 1-(3-(4-(8-chloro-7-((2-methyl-1H-benzo[d]imidazol-6-yl)oxy)quinoxalin-2-yl)-1H-pyrazol-1-yl)piperidin-1-yl)ethanone